COC=1N=C(C(=NC1C=1C2=C(C=NC1)N(C=N2)C)C(=O)N)NC=2C=CC1=C(CS(N1C)(=O)=O)C2 5-Methoxy-3-[(1-methyl-2,2-dioxo-3H-2,1-benzothiazol-5-yl)amino]-6-(3-methylimidazo[4,5-c]pyridin-7-yl)pyrazin-2-carboxamid